2-[(1-hydroxy-3-phenylbutyl)amino]-benzoic acid methyl ester COC(C1=C(C=CC=C1)NC(CC(C)C1=CC=CC=C1)O)=O